ClC1=C(C=CC=C1)CC(=O)NC1=CC(=C(C=C1)C=1C=NC(=NC1)OCC)S(N=CN(C)C)(=O)=O 2-(2-chlorophenyl)-N-[3-{[(dimethylamino)methylidene]Sulfamoyl}-4-(2-ethoxypyrimidin-5-yl)phenyl]Acetamide